OCCCCN(C(=O)C1=C(C2=C(S1)C=CC(=C2)C2=CN(C(C=C2)=O)C)C)CCN2CCOCC2 N-(4-hydroxybutyl)-3-methyl-5-(1-methyl-6-oxo-1,6-dihydropyridin-3-yl)-N-(2-morpholinoethyl)benzo[b]thiophene-2-carboxamide